ClC=1C=C(NC2(CCC3(C(=CC4=CC=CC=C34)C[C@H](COC3=C4C(=NC=C3)CCCCC4)C)CC2)C(=O)O)C=CC1 (1r,4R)-4-(3-chloroanilino)-2'-{(2R)-2-methyl-3-[(6,7,8,9-tetrahydro-5H-cyclohepta[b]pyridin-4-yl)oxy]propyl}spiro[cyclohexane-1,1'-indene]-4-carboxylic acid